N-(2-fluorophenyl)-2,4-dihydroxy-5-isopropylbenzamide FC1=C(C=CC=C1)NC(C1=C(C=C(C(=C1)C(C)C)O)O)=O